C(C)(C)(C)OC(=O)N(C=1N=NC(=CN1)C[C@@H]1C(N(C[C@@H](C1)C(F)(F)F)C(=O)OC(C)(C)C)=O)C(=O)OC(C)(C)C tert-butyl (3R,5R)-3-((3-(bis(tert-butoxycarbonyl)amino)-1,2,4-triazin-6-yl)methyl)-2-oxo-5-(trifluoromethyl)piperidine-1-carboxylate